C(C(C)(C)C)(=O)OCC[C@@H]1OC(O[C@H]1C1=CC=CC=C1)(CC)CC 2-((4S,5S)-2,2-diethyl-5-phenyl-1,3-dioxolan-4-yl)ethyl pivalate